1,4-Dioxetan O1CCO1